((cyclopropylmethyl)imino)(3-(2,5-dimethyl-4-nitrophenoxy)phenyl)(methyl)-λ6-sulfanone C1(CC1)CN=S(=O)(C)C1=CC(=CC=C1)OC1=C(C=C(C(=C1)C)[N+](=O)[O-])C